ClC1=C(C2=C(NC(O[C@@]23CNC[C@H](C3)C(=O)OC)=O)C=C1)F |r| Methyl (4R and S,5'S and R)-6-chloro-5-fluoro-2-oxo-1,2-dihydrospiro[benzo[d][1,3]oxazine-4,3'-piperidine]-5'-carboxylate